CN1C[C@@H](CCC1)NC1=NN=C(C2=CC=CC=C12)C1=C(C#N)C=C(C=C1)C(F)(F)F 2-(4-{[(3R)-1-methylpiperidin-3-yl]amino}phthalazin-1-yl)-5-(trifluoromethyl)benzonitrile